BrCC(=O)NC1=CC=CC=C1 bromoacetyl-aniline